C(C)(=O)C=1C(=NC(=CC1)N1C=NC2=C1C=C(C=C2)NC=2N=NC(=CC2)C)N2N=C(C(=C2)C#N)C 1-[3-acetyl-6-[6-[(6-methylpyridazin-3-yl)amino]benzimidazol-1-yl]-2-pyridyl]-3-methyl-pyrazole-4-carbonitrile